C(C1=CC=CC=C1)SC1=C(C=C(C(=O)O)C=C1OC)OC 4-(benzylthio)-3,5-dimethoxybenzoic acid